BrC(C(=O)O)C(C(=O)O)Br 2,3-dibromo-succinic acid